FC1=CC(=CC=2COB(C21)O)NC2=NC=C(C(=N2)N[C@@H]2COCC[C@H]2C#N)C (trans)-3-[[2-[(7-fluoro-1-hydroxy-3H-2,1-benzoxaborol-5-yl)amino]-5-methyl-pyrimidin-4-yl]amino]tetrahydropyran-4-carbonitrile